COC=1C=C(C=CC1OC)S(=O)(=O)NC=1C=C(C=CC1)NC(=O)C1=C(C=CC=C1)N1[N+](=C2C(C=3C(=[N+](ON3)[O-])CC2)=N1)[O-] 7-(2-((3-((3,4-dimethoxyphenyl)sulfonamido)phenyl)carbamoyl)phenyl)-5,7-dihydro-4H-[1,2,3]triazolo[4',5':3,4]benzo[1,2-c][1,2,5]oxadiazole 3,6-dioxide